3-fluoro-1,2-epoxypropane FCC1CO1